ClC1=CC(=C(C=C1Cl)O)CN1CC(C1)CO 4,5-dichloro-2-[[3-(hydroxymethyl)azetidin-1-yl]methyl]phenol